C(#N)C1=CC=C(C=C1)C(CNC(C(=O)NC1=NC=C(C=C1)C=1C=NN(C1)C)C=1C=NN(C1)C)C ((2-(4-cyanophenyl)propyl)amino)-2-(1-methyl-1H-pyrazol-4-yl)-N-(5-(1-methyl-1H-pyrazol-4-yl)pyridin-2-yl)acetamide